(R)-(4-isopropyl-phenyl)-(3-methyl-azetidin-3-yl)-{6-[(S)-(tetrahydro-furan-3-yl)oxy]-pyridazin-4-yl}-methanol C(C)(C)C1=CC=C(C=C1)[C@](O)(C1=CN=NC(=C1)O[C@@H]1COCC1)C1(CNC1)C